N-[2-amino-5-(4-fluorophenyl)phenyl]-4-[(5-fluoro-3-pyridyl)sulfonyl]benzamide NC1=C(C=C(C=C1)C1=CC=C(C=C1)F)NC(C1=CC=C(C=C1)S(=O)(=O)C=1C=NC=C(C1)F)=O